C1(CCC1)C1=CC=2C(N=C1)=NN(C2)C=2C=C(C=CC2F)N2C(OC=C2C)C N-(3-{5-cyclobutyl-2H-pyrazolo[3,4-b]pyridin-2-yl}-4-fluorophenyl)-2,4-dimethyl-1,3-oxazole